CN1N=C(N=C1)OC1=CC=C(C=C1)C1=C2C=C(N=CC2=C(N=C1)NC)C1(CC1)C(=O)N (5-(4-((1-methyl-1H-1,2,4-triazol-3-yl)oxy)phenyl)-8-(methylamino)-2,7-naphthyridin-3-yl)cyclopropanecarboxamide